IC1=CC2=C(C(=N1)C)CC(C2)CO (3-iodo-1-methyl-6,7-dihydro-5H-cyclopenta[c]pyridin-6-yl)methanol